ClC1=C(C(=NC=N1)OC1=C(C(=CC=C1)F)C1=CC(=NO1)C(F)F)F 5-[2-(6-chloro-5-fluoro-pyrimidin-4-yl)oxy-6-fluoro-phenyl]-3-(difluoromethyl)isoxazole